(2-cyclopropyl-4-oxo-3,4-dihydroquinazolin-7-yl)boronic acid C1(CC1)C1=NC2=CC(=CC=C2C(N1)=O)B(O)O